FC=1C(=NC(=NC1)N[C@@H]1CC[C@H](CC1)NC)C=1C=C(C=CC1)N1C(C=CC=C1)=O trans-1-[3-[5-fluoro-2-[[4-(methylamino)cyclohexyl]amino]pyrimidin-4-yl]phenyl]pyridin-2-one